FC=1C=CC2=C(C(=C(O2)C(=O)O)OCC(C)=O)C1 5-Fluoro-3-(2-oxopropoxy)benzofuran-2-carboxylic acid